O=S1(CCC(CC1)C1=CC2=C(N=C(N=C2SC)C)NC1=O)=O 6-(1,1-dioxidotetrahydro-2H-thiopyran-4-yl)-2-methyl-4-(methylthio)pyrido[2,3-d]pyrimidin-7(8H)-one